FC(C(O)C=1C=C2CN(CC2=CC1)C(=O)OC(C)(C)C)(F)F tert-Butyl 5-(2,2,2-trifluoro-1-hydroxyethyl)isoindoline-2-carboxylate